C(C)(C)(C)N1N=C(C(=C1)C(=O)NC1=C(C=C(C(=C1)C=1C=C(C=2N(C1)C=NN2)N2CCOCC2)C)F)F 1-(Tert-butyl)-3-fluoro-N-(2-fluoro-4-methyl-5-(8-morpholino-[1,2,4]triazolo[4,3-a]pyridin-6-yl)phenyl)-1H-pyrazole-4-carboxamide